N-(1-benzylbut-3-enyl)-6-[5-[(1R)-1-benzyloxy-1-(trifluoromethyl)pent-4-enyl]-1,3,4-oxadiazol-2-yl]-5-nitro-3-(trifluoromethyl)pyridin-2-amine C(C1=CC=CC=C1)C(CC=C)NC1=NC(=C(C=C1C(F)(F)F)[N+](=O)[O-])C=1OC(=NN1)[C@](CCC=C)(C(F)(F)F)OCC1=CC=CC=C1